5-(benzylidene)-2,4-thiazolidinedione C(C1=CC=CC=C1)=C1C(NC(S1)=O)=O